CC1C(=C(C=2CCCCC12)C)[Ti](CC1=CC=CC=C1)(CC1=CC=CC=C1)CC1=CC=CC=C1 1,3-dimethyl-4,5,6,7-tetrahydroindenyl-tribenzyl-titanium